COC(N(CCC)CC1=C(N=NN1C)C1=NC(=C(C=C1)C=O)C)=O (4-(5-formyl-6-methylpyridin-2-yl)-1-methyl-1H-1,2,3-triazol-5-yl)methyl-(propyl)carbamic acid methyl ester